O=C1NC(CCC1N1C(C2=CC=C(C=C2C1)CNC(=O)NC1=CC(=C(C=C1)OC)O[Si](C(C)C)(C(C)C)C(C)C)=O)=O 1-[[2-(2,6-dioxo-3-piperidyl)-1-oxo-isoindolin-5-yl]methyl]-3-(4-methoxy-3-triisopropylsilyloxy-phenyl)urea